4-n-hexyl-4'-cyanobiphenyl CCCCCCC1=CC=C(C=C1)C2=CC=C(C=C2)C#N